Cl.CN(C(CNC(=O)N1CC2=CC=C(C=C2C1)C)C1=CSC=C1)C N-(2-(dimethylamino)-2-(thiophen-3-yl)ethyl)-5-methylisoindoline-2-carboxamide hydrochloride